methyl (S)-2-((7-(difluoromethyl)-2-(2-methyl-4-(methylcarbamoyl)phenyl)imidazo[1,2-a]pyridin-3-yl)methyl)morpholine-4-carboxylate FC(C1=CC=2N(C=C1)C(=C(N2)C2=C(C=C(C=C2)C(NC)=O)C)C[C@H]2CN(CCO2)C(=O)OC)F